(R)-8-chloro-4-(4,4-diethyl-2-imino-6-oxotetrahydropyrimidin-1(2H)-yl)-N-((R)-2,2-dimethylchroman-4-yl)chromane-6-carboxamide ClC=1C=C(C=C2[C@@H](CCOC12)N1C(NC(CC1=O)(CC)CC)=N)C(=O)N[C@@H]1CC(OC2=CC=CC=C12)(C)C